N1=CC(=CC=C1)CN(CC1=CC=C(C=C1)CNCC1=NC=CC=C1)C1CCCCC=2C1=NC=CC2 N-(3-pyridylmethyl)-N'-(2-pyridylmethyl)-N-(6,7,8,9-tetrahydro-5H-cyclohepta[b]pyridin-9-yl)-1,4-xylylenediamine